6-chloro-2-(6-methylpyridin-2-yl)-9H-purine ClC1=C2N=CNC2=NC(=N1)C1=NC(=CC=C1)C